2-methyl-propionamide dihydrochloride Cl.Cl.CC(C(=O)N)C